oxetan-3-sulfonamide O1CC(C1)S(=O)(=O)N